CC1C(CCCCCCCCCCC(CC1)=O)=O methyl-1,5-cyclopentadecanedione